3'-methyl-4-pentyl-3-(pyridin-3-yl)-[1,1'-biphenyl]-2,6-diol CC=1C=C(C=CC1)C=1C(=C(C(=CC1O)CCCCC)C=1C=NC=CC1)O